2,3,6-trimethoxyamphetamine COC1=C(CC(N)C)C(=CC=C1OC)OC